COC=1C=CC(=NC1OC)COC1=NN=C(S1)N 5-((5,6-dimethoxypyridin-2-yl)methoxy)-1,3,4-thiadiazol-2-amine